CC1=NC(=NC=C1)S(=O)(=O)C 4-methyl-2-(methylsulfonyl)pyrimidine